C(#N)CC(=O)NC1CC=C(CC1)C1=C2C(=NC=C1)NC=C2 4-(4-(2-cyanoacetamido)cyclohex-1-en-1-yl)-1H-pyrrolo[2,3-b]pyridin